COC1=CC=C(C=C1)C1=NNC(=C1)C(=O)N1[C@@H]2[C@H](CC1)CN(C2)C#N |r| rac-(3aR,6aR)-1-(3-(4-methoxyphenyl)-1H-pyrazole-5-carbonyl)hexahydropyrrolo[3,4-b]pyrrole-5(1H)-carbonitrile